2-Ethynyl-6-fluoro-4-(5-fluorobenzothiazol-2-yl)aniline C(#C)C1=C(N)C(=CC(=C1)C=1SC2=C(N1)C=C(C=C2)F)F